4-((S)-3-(Dimethylamino)-3-(((S)-6-(trifluoromethyl)-2,3-dihydro-1H-inden-1-yl)methyl)piperidin-1-yl)-2,6-difluoro-N-(pyrimidin-4-yl)benzenesulfonamide formate C(=O)O.CN([C@]1(CN(CCC1)C1=CC(=C(C(=C1)F)S(=O)(=O)NC1=NC=NC=C1)F)C[C@@H]1CCC2=CC=C(C=C12)C(F)(F)F)C